2-Amino-4-(3-(6-(dimethylamino)-2-aza-spiro[3.3]heptan-2-yl)-5-fluoro-7,9-dihydro-furo[3,4-f]quinazolin-6-yl)-7-fluorothieno[3,2-c]pyridine-3-carbonitrile NC1=C(C=2C(=NC=C(C2S1)F)C=1C2=C(C=3C=NC(=NC3C1F)N1CC3(C1)CC(C3)N(C)C)COC2)C#N